3-(hydrazinomethyl)pyridin-2-ol hydrochloride Cl.N(N)CC=1C(=NC=CC1)O